O=C1N(C=CC(=C1)C1=CN=CS1)CC=1OC=C(N1)C(=O)OC methyl 2-((2-oxo-4-(thiazol-5-yl)pyridin-1(2H)-yl)methyl)oxazole-4-carboxylate